6-(but-3-en-1-yl)-4-(4-(morpholine-4-carbonyl)-1-((2-(trimethylsilyl)ethoxy)methyl)-1H-benzo[d]imidazol-6-yl)-1-tosyl-1H-pyrrolo[2,3-c]pyridin-7(6H)-one C(CC=C)N1C(C2=C(C(=C1)C=1C=C(C3=C(N(C=N3)COCC[Si](C)(C)C)C1)C(=O)N1CCOCC1)C=CN2S(=O)(=O)C2=CC=C(C)C=C2)=O